2-Pentan-3-ylbenzene-1,3-diol CCC(CC)C1=C(C=CC=C1O)O